BrC1=CC=C(C=C1)C=CC(=O)C1=C(C=CC=C1)O 3-(4-bromophenyl)-1-(2-hydroxyphenyl)-2-propen-1-one